N-(4-((4-phenethyl-4-(phenoxymethyl)piperidin-1-yl)methyl)phenyl)acetamide C(CC1=CC=CC=C1)C1(CCN(CC1)CC1=CC=C(C=C1)NC(C)=O)COC1=CC=CC=C1